C(N)(=O)C1=CC(=NC2=C1N=CN=C2NCCNC(OC(C)(C)C)=O)C2=CC=C(C=C2)CN2CCOCC2 tert-butyl N-[2-([8-carbamoyl-6-[4-(morpholin-4-ylmethyl)phenyl]pyrido[3,2-d]pyrimidin-4-yl]amino)ethyl]carbamate